(8-fluoro-4-(methoxycarbonyl)quinolin-6-yl)boronic acid FC=1C=C(C=C2C(=CC=NC12)C(=O)OC)B(O)O